3-(4-((4-(4-(1-acetyl-4-((4-chlorophenyl)amino)-2-methyl-1,2,3,4-tetrahydroquinolin-6-yl)phenyl)piperazin-1-yl)methyl)-2-fluorophenyl)piperidine-2,6-dione C(C)(=O)N1C(CC(C2=CC(=CC=C12)C1=CC=C(C=C1)N1CCN(CC1)CC1=CC(=C(C=C1)C1C(NC(CC1)=O)=O)F)NC1=CC=C(C=C1)Cl)C